IC1=CC=C(C(=O)O)C=C1 mono-iodobenzoic acid